6-isopropoxy-1H-indene-1,2(3H)-dione C(C)(C)OC1=CC=C2CC(C(C2=C1)=O)=O